N-{3-[N-(tert-butyldimethylsilyl)methanesulfonoimidamido]phenyl}-4-phenylthiophene-2-carboxamide [Si](C)(C)(C(C)(C)C)N(S(=O)(=N)C)C=1C=C(C=CC1)NC(=O)C=1SC=C(C1)C1=CC=CC=C1